2-[4-chloro-6-oxo-5-[(E)-prop-1-enyl]pyridazin-1-yl]-N-[4-methyl-3-[2-(2-pyridyl)ethylsulfamoyl]phenyl]acetamide ClC=1C=NN(C(C1\C=C\C)=O)CC(=O)NC1=CC(=C(C=C1)C)S(NCCC1=NC=CC=C1)(=O)=O